C[C@@H]1N(CCNC1)C(=O)OC(C)(C)C |r| tert-butyl rac-(2S)-2-methylpiperazine-1-carboxylate